C(C1=CC=CC=C1)OC(C1=CC(=CC=C1)[C@@H](C)N)=O 3-[(1R)-1-aminoethyl]benzoic acid benzyl ester